Oxetane-3-benzoate O1CC(C1)C1=CC=CC=C1C(=O)[O-]